Trifluoro-iodo-silane F[Si](I)(F)F